[OH-].[Na+].OC1=CC=C(C=C1)C(C)(C)C1=CC=C(C=C1)O bisphenol A sodium hydroxide